C1(=CC=CC=C1)CC(=O)OC[C@H]1O[C@H]([C@]([C@@H]1O)(C)F)N1C2=NC(=NC(=C2N=C1)NC)NC(CC1=CC=CC=C1)=O ((2R,3R,4R,5R)-4-fluoro-3-hydroxy-4-methyl-5-(6-(methylamino)-2-(2-phenylacetamido)-9H-purin-9-yl)tetrahydrofuran-2-yl)methyl 2-phenylacetate